C(=O)C1=CC(OC2=CC=CC=C12)=O 4-formylcoumarin